IC=1C=C(C=CC1)C(CC#N)C 3-(3-iodophenyl)butanenitrile